9,9-bis[3-phenyl-4-(2-hydroxyethoxy)phenyl]fluorene C1(=CC=CC=C1)C=1C=C(C=CC1OCCO)C1(C2=CC=CC=C2C=2C=CC=CC12)C1=CC(=C(C=C1)OCCO)C1=CC=CC=C1